N(=[N+]=[N-])[C@@H]1C[C@@H](N(CC1)C(=O)OC(C)(C)C)C (2S,4S)-tert-butyl 4-azido-2-methylpiperidine-1-carboxylate